3,3'-((thio-bis(4,1-phenylene))bis(sulfanediyl))bis(1-(phenylthio)propane-2-thiol) S(C1=CC=C(C=C1)SCC(CSC1=CC=CC=C1)S)C1=CC=C(C=C1)SCC(CSC1=CC=CC=C1)S